C(C)(C)(C)OC(NCCCCCCCN1CCC(CC1)NC(=O)C1=NNC=C1NC(C1=C(C=CC=C1Cl)Cl)=O)=O (7-(4-(4-(2,6-dichlorobenzamido)-1H-pyrazole-3-carboxamido)piperidin-1-yl)heptyl)carbamic acid tert-butyl ester